N[C@@H](CCC(=O)OCCCCCCCCCCCC)C(=O)OCCCCCCCCCCCC didodecyl glutamate